(methyl)acrylic acid phosphate P(=O)(O)(O)O.CC(C(=O)O)=C